FC=1C=C(C=CC1F)C1=CC(=CC=C1)C(=O)N1CC(CCC1)C=1C=C(OC(C(=O)NS(=O)(=O)C2=CC=CC=C2)(C)C)C=CC1 2-(3-(1-(3',4'-difluoro-[1,1'-biphenyl]-3-carbonyl)piperidin-3-yl)phenoxy)-2-methyl-N-(benzenesulfonyl)propanamide